4-(1,3-dimethyl-7-((1-methylpiperidin-3-yl)methoxy)-2-oxo-1,2-dihydroquinolin-5-yl)-1-methyl-7-(1-methyl-1H-pyrazol-4-yl)-1,2,3,4-tetrahydroquinoxaline-6-carbonitrile CN1C(C(=CC2=C(C=C(C=C12)OCC1CN(CCC1)C)N1CCN(C2=CC(=C(C=C12)C#N)C=1C=NN(C1)C)C)C)=O